ClC=1N(C2=C(C(=CC=C2C1SC1=CC=CC(=N1)CC(=O)O)Cl)F)C=1C=NN(C1)CCC 2-(6-((2,6-dichloro-1-(1-propyl-1H-pyrazol-4-yl)-7-fluoro-1H-indol-3-yl)thio)pyridin-2-yl)acetic acid